OC(CN1CCC2=C1N=NC(=C2)C2=C(C=C(C=C2C)C(F)(F)F)O)(C)C 2-[7-(2-hydroxy-2-methyl-propyl)-5,6-dihydropyrrolo[2,3-c]pyridazin-3-yl]-3-methyl-5-(trifluoromethyl)phenol